1-(4-((3-chloro-1H-pyrrolo[2,3-b]pyridin-4-yl)oxy)-2-fluorophenyl)-3-(4-((3-fluoro-1-(oxetan-3-yl)piperidin-4-yl)oxy)-3-(trifluoromethyl)phenyl)urea ClC1=CNC2=NC=CC(=C21)OC2=CC(=C(C=C2)NC(=O)NC2=CC(=C(C=C2)OC2C(CN(CC2)C2COC2)F)C(F)(F)F)F